Diacetyl-(2,3-Butandion) C(C)(=O)C(C(C(C)=O)=O)C(C)=O